(5-(trifluoromethyl)pyridin-2-yl)-1H-pyrrole-2-carboxylic acid FC(C=1C=CC(=NC1)N1C(=CC=C1)C(=O)O)(F)F